methyl 2-((diphenylmethylene)amino)-3-fluoroisonicotinate C1(=CC=CC=C1)C(C1=CC=CC=C1)=NC=1C(=C(C(=O)OC)C=CN1)F